FC(C[C@H](C(=O)NC1=NC=CC(=C1)C1=C(C=2C(N(C=C(C2N1)CC(F)(F)F)C)=O)C1=CC=C(C=C1)F)C1=CC=C(C=C1)F)F (2S)-4,4-difluoro-2-(4-fluorophenyl)-N-{4-[3-(4-fluorophenyl)-5-methyl-4-oxo-7-(2,2,2-trifluoroethyl)-4,5-dihydro-1H-pyrrolo[3,2-c]pyridin-2-yl]pyridin-2-yl}butanamide